C(C=CCCC=CCC)O NONA-2,6-DIENOL